1-(4-(4-chloro-2-(1,3,4-oxadiazol-2-yl)benzyl)piperazine-1-carbonyl)-1H-pyrazole-3-carboxylic acid ClC1=CC(=C(CN2CCN(CC2)C(=O)N2N=C(C=C2)C(=O)O)C=C1)C=1OC=NN1